CN1N=CC(=C1C1=NC(=NC=C1F)N1CCC(CC1)C(=O)N(O)CC1=NC=CC=C1F)C 1-(4-(1,4-dimethyl-1H-pyrazol-5-yl)-5-fluoropyrimidin-2-yl)-N-((3-fluoropyridin-2-yl)methyl)-N-hydroxypiperidine-4-carboxamide